C(C1=C(C=CC=C1)N=C=O)C1=C(C=CC=C1)N=C=O 1,1'-methylenebis-(isocyanatobenzene)